ClC1=C(OCC(=O)N2C=CN=CC=C2)C=CC(=C1)C=1C2=C(N=C(N1)N1[C@H](CC1)C)C(CC2)(F)F (S)-2-(2-chloro-4-(7,7-difluoro-2-(2-methylazetidin-1-yl)-6,7-dihydro-5H-cyclopenta[d]pyrimidin-4-yl)phenoxy)-1-(1,4-diazepin-1-yl)ethan-1-one